2-(6-chloro-1H-indole-2-carbonyl)-N-((S)-1-cyano-2-((S)-2-oxopiperidin-3-yl)ethyl)-2-azaspiro[4.5]decane-3-carboxamide ClC1=CC=C2C=C(NC2=C1)C(=O)N1CC2(CC1C(=O)N[C@@H](C[C@H]1C(NCCC1)=O)C#N)CCCCC2